2-chloro-6-[3-(diethoxymethyl)-1,2,4-oxadiazol-5-yl]pyridine ClC1=NC(=CC=C1)C1=NC(=NO1)C(OCC)OCC